5-chloro-N-[2,4-difluoro-3-[1-(1,2,3,4-tetrazol-1-yl)imidazo[1,5-a]pyridin-6-yl]phenyl]-2-methoxypyridine-3-sulfonamide ClC=1C=C(C(=NC1)OC)S(=O)(=O)NC1=C(C(=C(C=C1)F)C=1C=CC=2N(C1)C=NC2N2N=NN=C2)F